α-picolineacetonitrile N1=C(C(=CC=C1)CC#N)C